α-phenylacetic acid C1(=CC=CC=C1)CC(=O)O